((1R,4R)-5-(2-aminooxazolo[4,5-c]pyridin-7-yl)-2-oxa-5-azabicyclo[2.2.1]heptan-1-yl)((S)-6,8-dichloro-1-methyl-3,4-dihydroisoquinolin-2(1H)-yl)methanone NC=1OC2=C(C=NC=C2N2[C@H]3CO[C@@](C2)(C3)C(=O)N3[C@H](C2=C(C=C(C=C2CC3)Cl)Cl)C)N1